FC=1C=C2C[C@@H](COC2=CC1)C(=O)C1=CN(C2=CC(=CC=C12)C=1C=NNC1OC)CCO [(3S)-6-Fluorochroman-3-yl]-[1-(2-hydroxyethyl)-6-(5-methoxy-1H-pyrazol-4-yl)indol-3-yl]methanone